NC1=NC2=C(C=3N1N=C(N3)C=3OC=CC3)C=NN2CCCC2=CC=C(C=C2)O 4-(3-(5-Amino-2-(furan-2-yl)-7H-pyrazolo[4,3-e][1,2,4]triazolo[1,5-c]pyrimidin-7-yl)propyl)phenol